ClC1=CC(=NC(=N1)C(C)(F)F)C1=CN(C2=CN=C(C=C21)NC(C)=O)C(C)C N-(3-(6-chloro-2-(1,1-difluoroethyl)pyrimidin-4-yl)-1-isopropyl-1H-pyrrolo[2,3-c]pyridin-5-yl)acetamide